OC(C(=O)O)C1=CC=C(C=C1)O 2-hydroxy-2-(4-hydroxyphenyl)acetic acid